C(C#CC)(=O)N1[C@@H](C[C@H](CC1)N1N=NC=2C(=NC=3C(=C(C(=CC3C21)C)C2=C(C=CC=C2)C(F)(F)F)F)N2CC(C2)N(C)C)CC#N 2-((2S,4S)-1-(but-2-ynoyl)-4-(4-(3-(dimethylamino)azetidin-1-yl)-6-fluoro-8-methyl-7-(2-(trifluoromethyl)phenyl)-1H-[1,2,3]triazolo[4,5-c]quinolin-1-yl)piperidin-2-yl)acetonitrile